6,6,7,7,8,8,8-heptafluoro-2,2,4-trimethyloctane-3,5-dione FC(C(C(C(C(C)(C)C)=O)C)=O)(C(C(F)(F)F)(F)F)F